C(C)(=O)OCC=1C(=NC=CC1C1=CN(C(C(=C1)NC1=NC=C(C=C1)N1CCNCC1)=O)C)N1C(C=2N(C=3CCCCC3C2)CC1)=O (4-(1-Methyl-6-oxo-5-(5-(piperazin-1-yl)pyridin-2-ylamino)-1,6-dihydropyridin-3-yl)-2-(1-oxo-3,4,6,7,8,9-hexahydropyrazino[1,2-a]indol-2(1H)-yl)pyridin-3-yl)methyl Acetate